3-methyl-6-(3-methylsulfonylphenyl)-2,3,4,5-tetrahydropyridine CC1CN=C(CC1)C1=CC(=CC=C1)S(=O)(=O)C